FC1=C(C=CC(=C1)C(F)(F)F)COC1CN(C1)C(=O)N1C[C@@H]2NC(CN[C@@H]2CC1)=O (4aS,8aR)-6-[3-[[2-fluoro-4-(trifluoromethyl)phenyl]methoxy]azetidine-1-carbonyl]-1,2,4,4a,5,7,8,8a-octahydropyrido[3,4-b]pyrazin-3-one